glycyl-tyrosine, dihydrate O.O.NCC(=O)N[C@@H](CC1=CC=C(C=C1)O)C(=O)O